(E)-3-(benzo[d][1,3]dioxolane-5-yl)acrylic acid O1COC2=C1C=CC(=C2)/C=C/C(=O)O